4,4-difluorobenzhydryl alcohol FC1(CC=C(C(C2=CC=CC=C2)O)C=C1)F